C(C)C=1C(=CC=C2C=C(C=C(C12)O)OCOC)F 8-Ethyl-7-fluoro-3-(methoxymethoxy)naphthalen-1-ol